3-methyl-3-(3-(pyrazin-2-yl)-4-((4-(trifluoromethyl)phenyl)amino)phenyl)pyrrolidin-2-one CC1(C(NCC1)=O)C1=CC(=C(C=C1)NC1=CC=C(C=C1)C(F)(F)F)C1=NC=CN=C1